C(CC(O)(C(=O)O)CC(=O)O)(=O)O.C(C)C(C(=O)OCOC(=O)C=1C(=C(C=CC1)C[C@H](NC(CC)=O)B(O)O)O)CC (R)-(2-(3-((((2-ethylbutanoyl)oxy)methoxy)carbonyl)-2-hydroxyphenyl)-1-propionamidoethyl)boronic acid citrate